BrC1=C2CCN([C@@H](C2=C(C=C1)OCC=1N=CN(C1C#N)CC)CN1C(C2=CC=CC=C2C1)=O)C(=O)C1CCCCC1 (1S,2R)-2-((S)-5-Bromo-8-((5-cyano-1-ethyl-1H-imidazol-4-yl)methoxy)-1-((1-oxoisoindolin-2-yl)methyl)-1,2,3,4-tetrahydroisochinolin-2-carbonyl)cyclohexan